6-chloro-4-((2S,5R)-2,5-diethylpiperazin-1-yl)-1-methylpyrido[3,2-d]pyrimidin ClC=1C=CC=2N(CN=C(C2N1)N1[C@H](CN[C@@H](C1)CC)CC)C